ClC1=C(C=CC(=C1)CNC)N1N=C2C(=CC(=CC2=C1)F)C(=O)N 2-{2-chloro-4-[(methylamino)methyl]benzeneyl}-5-fluoro-2H-indazole-7-carboxamide